3-bromo-2,4-dichloro-5-nitro-1-((2-(trimethylsilyl)ethoxy)methyl)-1H-pyrrolo[2,3-b]pyridine BrC1=C(N(C2=NC=C(C(=C21)Cl)[N+](=O)[O-])COCC[Si](C)(C)C)Cl